6-((1-(tert-butoxycarbonyl)piperidin-4-yl)amino)-2-(pyrrolidin-1-yl)pyrimidine-4-carboxylic acid methyl ester COC(=O)C1=NC(=NC(=C1)NC1CCN(CC1)C(=O)OC(C)(C)C)N1CCCC1